BrC1=C(C=CC(=C1F)CBr)F 2-bromo-4-bromomethyl-1,3-difluorobenzene